tert-Butyl [4-(bromomethyl)pyridin-2-yl](4-methoxybenzyl)carbamate BrCC1=CC(=NC=C1)N(C(OC(C)(C)C)=O)CC1=CC=C(C=C1)OC